arsine (aspartate) N[C@@H](CC(=O)O)C(=O)O.[AsH3]